1-(7-bromo-3,4-dihydrobenzo[4,5]imidazo[1,2-a]pyrazin-2(1H)-yl)ethan-1-one BrC1=CC2=C(N=C3N2CCN(C3)C(C)=O)C=C1